CNC(=O)C1CN(CC1)CC#C N-methyl-1-prop-2-ynyl-pyrrolidine-3-carboxamide